(5s,7r,8r,9s,10s)-7-(hydroxymethyl)-9-(4-(3,4,5-trifluorophenyl)-1H-1,2,3-triazol-1-yl)-1,6-dioxaspiro[4.5]decan-8,10-diol OC[C@H]1O[C@@]2(CCCO2)[C@H]([C@H]([C@H]1O)N1N=NC(=C1)C1=CC(=C(C(=C1)F)F)F)O